OCC1CC(NC1)=O 4-(hydroxymethyl)pyrrolidin-2-one